7-(3-hydroxy-3-methylbut-1-yn-1-yl)-5-methyl-4-oxo-2,3,4,5-Tetrahydrobenzo[b][1,4]oxazepine OC(C#CC1=CC2=C(OCCC(N2C)=O)C=C1)(C)C